ClC1=NC2=CC(=CC=C2C(=N1)N(C1=CC=CC=C1)C)[N+](=O)[O-] 2-chloro-N-methyl-7-nitro-N-Phenylquinazolin-4-amine